ClC=1C(=NC=2C(CN=CC2C1)(C1CC1)C1CC1)C1=C(C=CC=C1)F 3-Chloro-8,8-dicyclopropyl-2-(2-fluorophenyl)-1,6-naphthyridine